Ethyl 4-[(2-fluoro-1-phenylethyl)amino]-2-{[3-fluoro-4-(methylsulfonyl)phenyl]amino}pyrimidine-5-carboxylate FCC(C1=CC=CC=C1)NC1=NC(=NC=C1C(=O)OCC)NC1=CC(=C(C=C1)S(=O)(=O)C)F